2-((1S,2S)-2-(6-chloroimidazo[1,2-b]pyridazin-8-yl)cyclopropyl)-5-(trifluoromethyl)thiazole ClC=1C=C(C=2N(N1)C=CN2)[C@@H]2[C@H](C2)C=2SC(=CN2)C(F)(F)F